N6,N6-dimethyl-N4-(5-(5-((2-methylpyridin-4-yl)oxy)-1H-benzo[d]imidazol-2-yl)pyridin-2-yl)quinoline-4,6-diamine CN(C=1C=C2C(=CC=NC2=CC1)NC1=NC=C(C=C1)C1=NC2=C(N1)C=CC(=C2)OC2=CC(=NC=C2)C)C